5-[3-[(1S)-1-(5-fluoro-2-pyridyl)ethoxy]-1-methyl-pyrazolo[3,4-c]pyridazin-5-yl]-1H-pyrimidine-2,4-dione FC=1C=CC(=NC1)[C@H](C)OC1=NN(C2=NN=C(C=C21)C=2C(NC(NC2)=O)=O)C